C1(CCC1)N1N=C(C=2C1=NC(=NC2F)N)C 1-cyclobutyl-4-fluoro-3-methylpyrazolo[3,4-d]pyrimidin-6-amine